2-(1-methyl-1H-pyrazol-5-yl)-1H-pyrrole CN1N=CC=C1C=1NC=CC1